ClC1=CC(=C2C(=N1)NC=C2)N2CC1=C(N=CN=C1C1CC(C1)S(=O)(=O)C)C[C@H]2C 1-[(7R)-6-{6-chloro-1H-pyrrolo[2,3-b]pyridin-4-yl}-7-methyl-5H,6H,7H,8H-pyrido[4,3-d]pyrimidin-4-yl]-3-(methanesulfonyl)-cyclobutane